FCCN1C=C(C=2C1=NC=CC2CC2=CC=C(C=C2)C(F)(F)F)C(=O)NCC2CCC(CC2)C(=O)O (1r,4r)-4-[[[1-(2-fluoroethyl)-4-[[4-(trifluoromethyl)phenyl]methyl]-pyrrolo[2,3-b]pyridine-3-carbonyl]amino]methyl]cyclohexanecarboxylic acid